N-(benzo[b]thiophen-5-ylmethyl)-1-((6-cyclopropylimidazo[1,2-a]pyridin-2-yl)methyl)-1H-1,2,3-triazole-4-carboxamide S1C2=C(C=C1)C=C(C=C2)CNC(=O)C=2N=NN(C2)CC=2N=C1N(C=C(C=C1)C1CC1)C2